5-amino-1-ethyl-3-(2-(trifluoromethyl)benzyl)quinazoline NC1=C2CN(CN(C2=CC=C1)CC)CC1=C(C=CC=C1)C(F)(F)F